(-)-2-(2-(Benzyloxy)naphthalen-1-yl)phenyl trifluoromethanesulfonate FC(S(=O)(=O)OC1=C(C=CC=C1)C1=C(C=CC2=CC=CC=C12)OCC1=CC=CC=C1)(F)F